IC1=C(C=C(C=O)C=C1O)O 4-iodo-3,5-dihydroxybenzaldehyde